1-(2-(4-oxocyclohexyl)ethyl)-9-(trifluoromethyl)-1,2,3,4-tetrahydro-5H-benzofuro[3,2-e][1,4]diazepin-5-one O=C1CCC(CC1)CCN1CCNC(C2=C1C1=C(O2)C=CC(=C1)C(F)(F)F)=O